C(C)(C)(C)NC(NC1=CC2=C(N(C([C@H](O2)C)=O)CC2=CC(=CC=C2)C(F)F)C(=C1F)F)=O 3-tert-butyl-1-[(2R)-4-{[3-(difluoromethyl)phenyl]methyl}-5,6-difluoro-2-methyl-3-oxo-2H-1,4-benzoxazin-7-yl]urea